BrC1=CC(=CS1)C[N+]1=NOC(=C1)[N-]C(NC1=CC(=CC=C1)C(F)(F)F)=O (3-((5-bromothiophen-3-yl)methyl)-1,2,3-oxadiazol-3-ium-5-yl)((3-(trifluoromethyl)phenyl)carbamoyl)amide